tert-butyl (1-(4-((1-(4-formyl-3-(trifluoromethoxy)phenyl)-2-oxo-1,2-dihydropyrimidin-4-yl)carbamoyl)piperazin-1-yl)-2-methyl-1-oxopropan-2-yl)carbamate C(=O)C1=C(C=C(C=C1)N1C(N=C(C=C1)NC(=O)N1CCN(CC1)C(C(C)(C)NC(OC(C)(C)C)=O)=O)=O)OC(F)(F)F